4-(2-(pyrrolidin-1-yl)-4-(trifluoromethyl)benzyl)piperazine-1-carboxylic acid 1,1,1,3,3,3-hexafluoroprop-2-yl ester monohydrochloride Cl.FC(C(C(F)(F)F)OC(=O)N1CCN(CC1)CC1=C(C=C(C=C1)C(F)(F)F)N1CCCC1)(F)F